BrC1=CC=C(C=C1)[C@@]12OC3=C([C@@]1([C@@H]([C@@H]([C@H]2C2=CC=CC=C2)C(=O)NS(=O)(=O)C)O)O)C(=CC(=C3)OC)OC (1R,2R,3S,3aR,8bS)-3a-(4-bromophenyl)-1,8b-dihydroxy-6,8-dimethoxy-N-(methylsulfonyl)-3-phenyl-2,3,3a,8b-tetrahydro-1H-cyclopenta[b]benzofuran-2-carboxamide